[W].FC1(CC(C1)NC1=NC(=NC=C1C(=O)N)NC1=CC2=C(OC[C@H](CN2)O)C=C1)F 4-((3,3-Difluorocyclobutyl)amino)-2-(((S)-2,3,4,5-tetrahydro-3-hydroxybenzo[b][1,4]oxazepin-7-yl)amino)pyrimidine-5-carboxamide tungsten